FC1=CC=C(C=C1)NCC1=NN=C(O1)C1=CC=C(N=N1)N1CCOCC1 6-(5-{[(4-fluorophenyl)amino]methyl}-1,3,4-oxadiazol-2-yl)-3-(1,4-oxazinan-4-yl)-1,2-diazine